CC=1C=C(C=C(C1)C)C=1C(=C(C=CC1)C(C)(C)C)CCCC(C)=O 3',5'-dimethyl-3-tertiary butyl-1,1'-biphenyl-2-pentanone